6-bromo-2H-spiro[benzofuran-3,1'-cyclohexane] BrC1=CC2=C(C=C1)C1(CCCCC1)CO2